1-(2-(benzo[d][1,3]dioxol-5-ylamino)-5-methylpyrimidin-4-yl)-N-(1-(3-chlorophenyl)-2-hydroxy-ethyl)-1H-pyrrole-3-amide O1COC2=C1C=CC(=C2)NC2=NC=C(C(=N2)N2C=C(C=C2)C(=O)NC(CO)C2=CC(=CC=C2)Cl)C